N-(5-(3-(7H-pyrrolo[2,3-d]pyrimidin-4-yl)pyridin-2-ylamino)-2-fluorophenyl)-3-fluoro-5-(trifluoromethyl)benzamid N1=CN=C(C2=C1NC=C2)C=2C(=NC=CC2)NC=2C=CC(=C(C2)NC(C2=CC(=CC(=C2)C(F)(F)F)F)=O)F